N-(6-(1-((3R,4R)-4-fluoro-3-methyltetrahydrofuran-3-yl)piperidin-4-yl)-7-methylisoquinolin-3-yl)-2-methyl-3-(1-methyl-1H-pyrazol-4-yl)cyclopropane-1-carboxamide F[C@@H]1[C@](COC1)(C)N1CCC(CC1)C=1C=C2C=C(N=CC2=CC1C)NC(=O)C1C(C1C=1C=NN(C1)C)C